C(C)(C)(C)C1=CC(=CC(=C1C)C(C)(C)C)O 3,5-di-tert-butyl-p-cresol